FC1=C2CCN(C2=CC(=C1)F)C(C)C=1C=C(C=C2C(C=C(OC12)N1CCOCC1)=O)C(=O)N(C)C 8-[1-(4,6-difluoroindolin-1-yl)ethyl]-N,N-dimethyl-2-morpholino-4-oxo-chromene-6-carboxamide